Hexahydrofuro[2,3-b]furan-3-yl(8-amino-7-fluoro-6-(8-methyl-2,3-dihydro-1H-pyrido[2,3-b][1,4]oxazin-7-yl)isoquinolin-3-yl)carbamate O1CC(C2C1OCC2)OC(NC=2N=CC1=C(C(=C(C=C1C2)C2=C(C1=C(OCCN1)N=C2)C)F)N)=O